4-((4-ethynyl-thiazol-2-yl)methyl)morpholine C(#C)C=1N=C(SC1)CN1CCOCC1